3-bromo-5-(2-bromo-1-fluoroethyl)benzoic acid methyl ester COC(C1=CC(=CC(=C1)C(CBr)F)Br)=O